FC(C(=O)O)(F)F.ClC=1C(=C2C=NNC2=CC1C)C=1C(=NN(C1C)C1CC2(CNC2)C1)N1C2(CCC2)CN(CC1)C1COC1 5-(4-(5-chloro-6-methyl-1H-indazol-4-yl)-5-methyl-1-(2-azaspiro[3.3]heptan-6-yl)-1H-pyrazol-3-yl)-8-(oxetan-3-yl)-5,8-diazaspiro[3.5]nonane trifluoroacetate